C1(CCC1)C=1C(=NN(C1NC(=O)OC1CC(C1)(F)F)C(=O)OC(C)(C)C)C1CC(C1)(F)F tert-butyl 4-cyclobutyl-5-(((3,3-difluorocyclobutoxy)carbonyl)amino)-3-(3,3-difluorocyclobutyl)-1H-pyrazole-1-carboxylate